ClC=1C(=NC(=NC1)NC1CCOCC1)C1=CC=C2CN(C(C2=C1)=O)CC(=O)NCC1=CC(=CC=C1)C1=NC=CC=N1 2-(6-{5-chloro-2-[(oxan-4-yl)amino]pyrimidin-4-yl}-1-oxo-2,3-dihydro-1H-isoindol-2-yl)-N-{[3-(pyrimidin-2-yl)phenyl]methyl}acetamide